(1-isopropyl-1H-indazol-5-yl)boronic acid C(C)(C)N1N=CC2=CC(=CC=C12)B(O)O